FC1=C(C(=CC(=C1)C=1C2=C(C(N(C1)C)=O)N(N=C2)CC2=CC=C(C=C2)OC)OC)CN2CCN(CC2)C(=O)NC2CCN(CC2)C2=CC=C(C=C2)[N+](=O)[O-] 4-[[2-fluoro-6-methoxy-4-[1-[(4-methoxyphenyl)methyl]-6-methyl-7-oxo-pyrazolo[3,4-c]pyridin-4-yl]phenyl]methyl]-N-[1-(4-nitrophenyl)-4-piperidinyl]piperazine-1-carboxamide